FC1=C(C(=C(C=C1OC)OC)F)C1=NC(=C2C=C(N=CC2=C1)N[C@H]1[C@H](COC1)NC(C=C)=O)N1CCC(CC1)OC N-((3R,4S)-4-((7-(2,6-difluoro-3,5-dimethoxyphenyl)-5-(4-methoxypiperidin-1-yl)-2,6-naphthyridin-3-yl)amino)tetrahydrofuran-3-yl)acrylamide